4-(ethylsulfinyl)benzyl (1-hydroxy-7-methyl-1,3-dihydrobenzo[c][1,2]oxaborole-6-carbonyl)-L-valinate OB1OCC2=C1C(=C(C=C2)C(=O)N[C@@H](C(C)C)C(=O)OCC2=CC=C(C=C2)S(=O)CC)C